C1(=CC=CC2=CC=CC=C12)N1CCC(CC1)NS(=O)(=O)C N-(1-(naphthalen-1-yl)piperidin-4-yl)methanesulfonamide